ClCCCN1CNC2=C1C=CC=C2 1-(3-chloropropyl)-1,3-dihydro-2H-benzimidazole